N[C@H]1CN(CCC1)C1=C2C(=NC=C1)N(C(=N2)C2=CC=C(C#N)C=C2)C2=CC=C(C=C2)C2CC2 (R)-4-(7-(3-aminopiperidin-1-yl)-3-(4-cyclopropylphenyl)-3H-imidazo[4,5-b]pyridin-2-yl)benzonitrile